FC1=CC=C(C=C1)C=1N=CN(C1C=1C=CC=2N(C1)C(=CN2)C(=O)N)C(C)CCO 6-(4-(4-fluorophenyl)-1-(4-hydroxybutan-2-yl)-1H-imidazol-5-yl)imidazo[1,2-a]pyridine-3-carboxamide